9-(4-((1-(3-fluoropropyl)azetidin-3-ylidene)methyl)phenyl)-8-(3-methyl-5-(trifluoromethyl)phenyl)-6,7-dihydro-5H-benzo[7]annulene-3-carboxylic acid FCCCN1CC(C1)=CC1=CC=C(C=C1)C1=C(CCCC2=C1C=CC(=C2)C(=O)O)C2=CC(=CC(=C2)C(F)(F)F)C